N-(2,6-difluoro-3-(5-(6-methoxypyridin-3-yl)-1H-pyrrolo[2,3-b]pyridine-3-carbonyl)phenyl)-3,3,3-trifluoropropane-1-sulfonamide FC1=C(C(=CC=C1C(=O)C1=CNC2=NC=C(C=C21)C=2C=NC(=CC2)OC)F)NS(=O)(=O)CCC(F)(F)F